Ethyl 2-((((9H-fluoren-9-yl) methoxy) carbonyl) amino)-5-amino-5-oxopentanoate C1=CC=CC=2C3=CC=CC=C3C(C12)COC(=O)NC(C(=O)OCC)CCC(=O)N